trimethylbutan-1-aminium 2,2,2-trifluoroacetate FC(C(=O)[O-])(F)F.CC(CCC[NH3+])(C)C